FC(CNC=1C(N(C(=CN1)C=1C=NN(C1)C)CC(=O)OCC)=O)(C1=CC=CC=C1)F Ethyl 2-(3-((2,2-difluoro-2-phenylethyl)amino)-6-(1-methyl-1H-pyrazol-4-yl)-2-oxopyrazin-1(2H)-yl)acetate